C(C)(C)C1=C(C(=CC=C1)C(C)C)C=1NC=CC1 2-(2,6-diisopropylphenyl)-1H-pyrrole